N-(5-(but-1-yn-1-yl)pyrimidin-4-yl)-2,2,2-trifluoroacetamide C(#CCC)C=1C(=NC=NC1)NC(C(F)(F)F)=O